2-Oxo-1,3-diazepane-1-carboxylate O=C1N(CCCCN1)C(=O)[O-]